CN1N=C(C2=CC=CC=C12)B1OC(C(O1)(C)C)(C)C 1-methyl-3-(4,4,5,5-tetramethyl-1,3,2-dioxaborolan-2-yl)-1H-indazole